(S)-3-(benzyl-((S)-1-phenylethyl)amino)-3-(3-fluoro-4-methoxyphenyl)propanoic acid ethyl ester C(C)OC(C[C@@H](C1=CC(=C(C=C1)OC)F)N([C@@H](C)C1=CC=CC=C1)CC1=CC=CC=C1)=O